BrC=1C=C2C(N(C(C2=CC1)CC(=O)OC)CC(=O)OC(C)(C)C)=O tert-butyl 2-(5-bromo-1-(2-methoxy-2-oxoethyl)-3-oxoisoindolin-2-yl)acetate